2-Fluoro-5-(6,7,7a,8,9,10,11,11a-octahydro-1H-8,11-methanopyrazolo[3,4-a]phenanthridin-7-yl)benzonitrile FC1=C(C#N)C=C(C=C1)C1NC2=CC=C3C(=C2C2C4CCC(C12)C4)NN=C3